(R)-12-oxo-3-(trifluoromethyl)-6a,7,9,10-tetrahydro-12H-pyrazino[2,1-c]pyrido[2,3-f][1,4]oxazepine-8(6H)-carboxylate O=C1N2[C@@H](COC3=C1N=CC(=C3)C(F)(F)F)CN(CC2)C(=O)[O-]